ethylene monomyristate C(CCCCCCCCCCCCC)(=O)O.C=C